C(C)S(=O)(=O)NC1=C(C=C(C=C1)C1=C2C(=NC(=C1)NC(=O)C1CC1)N(C=C2)CCC)F N-(4-(4-(ethylsulfonylamino)-3-fluorophenyl)-1-propyl-1H-pyrrolo[2,3-b]pyridin-6-yl)cyclopropylcarboxamide